4-amino-N-1,3-thiazol-2-ylbenzenesulfonamide NC1=CC=C(C=C1)S(=O)(=O)NC=1SC=CN1